C(C1=CC=CC=C1)C1(CN(CC1)S(=O)(=O)C1=NN(N=C1)C)C=1C=C2C=NN(C2=CC1Cl)C1=CC=C(C=C1)F 5-(3-benzyl-1-((2-methyl-2H-1,2,3-triazol-4-yl)sulfonyl)pyrrolidin-3-yl)-6-chloro-1-(4-fluorophenyl)-1H-indazole